2,4-Diamino-5-(2'-hydroxyethyloxy)toluene NC1=C(C)C=C(C(=C1)N)OCCO